C1(CC1)CC(C(=O)N[C@@H](CC(=O)OCC)C=1C=C(C=C(C1F)F)C1=C(C=CC=C1C)C)N1C(C=CC(=C1)CCN1CC(C1)F)=O ethyl (3S)-3-(3-cyclopropyl-2-(5-(2-(3-fluoroazetidin-1-yl)ethyl)-2-oxopyridin-1(2H)-yl)propanamido)-3-(4,5-difluoro-2',6'-dimethyl-[1,1'-biphenyl]-3-yl)propanoate